2,2-dimethyl-1-(4-methyldimethoxysilylbutyl)-1-aza-2-silacyclopentane C[Si]1(N(CCC1)CCCC[Si](OC)(OC)C)C